ClCC1=CC=C(C=C1)N1C(=NC=2C1=NC(=CC2)N2N=CC(=N2)C)C=2C(=NC=CC2)N 3-(3-(4-(chloromethyl)phenyl)-5-(4-methyl-2H-1,2,3-triazol-2-yl)-3H-imidazo[4,5-b]pyridin-2-yl)pyridin-2-amine